tert-butyl 6-(hydroxymethyl)-4-methyl-3',6'-dihydro-[3,4'-bipyridine]-1'(2'H)-carboxylate OCC1=CC(=C(C=N1)C=1CCN(CC1)C(=O)OC(C)(C)C)C